CC(C)(C1=CC=C(C=C1)OCC1OC1)C1=CC=C(C=C1)OCC1OC1 2'-[(1-METHYLETHYLIDENE)bis(4,1-phenyleneoxymethylene)]bisoxirane